C(C)(C)C1OCCN1CCO 2-isopropyl-3-hydroxyethyl-1,3-oxazolidine